tert-Butyl N-[(1R)-1-[3,6-dimethyl-2-(1-methylpyrazol-4-yl)-4-oxo-chromen-8-yl]ethyl]carbamate CC1=C(OC2=C(C=C(C=C2C1=O)C)[C@@H](C)NC(OC(C)(C)C)=O)C=1C=NN(C1)C